C(C)C1C(OCC1)(O)CC#N 2-(3-Ethyl-2-hydroxy-tetrahydrofuran-2-yl)acetonitrile